4-[4-(2-amino-1-methoxyethyl)phenyl]-3-(2-methyl-6-morpholin-4-ylpyrimidin-4-yl)oxybenzonitrile NCC(OC)C1=CC=C(C=C1)C1=C(C=C(C#N)C=C1)OC1=NC(=NC(=C1)N1CCOCC1)C